C(#N)C=1C=C(C=CC1)OC=1C=C2C=C(N=C2C=2C1OCOC2)C=2C(=C(C=CC2)C2=CC=CC=C2)C 5-((3-cyanophenyl)oxy)-2-(2-methyl-[1,1'-biphenyl]-3-yl)-1,3-dioxinoindol